BrC1=CC=C(CN)C=C1 4-bromo-benzylamine